O=C1NC(CCC1N1C(C2=CC=CC(=C2C1=O)SCCCCCCCCCCCC(=O)N(C)CCOC1=CC=C(C=C1)\C(=C(\CC)/C1=CC=CC=C1)\C1=CC=C(C=C1)O)=O)=O (Z)-12-((2-(2,6-dioxopiperidin-3-yl)-1,3-dioxoisoindolin-4-yl)sulfanyl)-N-(2-(4-(1-(4-hydroxyphenyl)-2-phenylbut-1-en-1-yl)phenoxy)ethyl)-N-methyldodecaneamide